C(C)(C)(C)OC(=O)N1C[C@H](N(CC1)C=1C2=C(N(C(N1)=O)C1=C(C=CC=C1)C(C)C)N=C(C(=C2Cl)Cl)Cl)CO[Si](C)(C)C(C)(C)C (S)-3-(((tert-Butyldimethylsilyl)oxy)methyl)-4-(5,6,7-trichloro-1-(2-isopropylphenyl)-2-oxo-1,2-dihydropyrido[2,3-d]pyrimidin-4-yl)piperazine-1-carboxylic acid tert-butyl ester